1H-imidazo[4,5-d]pyridazin-4-amine N1C=NC=2C1=CN=NC2N